OC1CN=C(NC1)C1=C(N=C2N(C1=O)C=CC=C2)C (5-hydroxy-1,4,5,6-tetrahydropyrimidin-2-yl)-2-methyl-4H-pyrido[1,2-a]pyrimidin-4-one